2-Amino-7-fluoro-4-(5-fluoro-3-((R)-3-(4-methoxypiperidin-1-yl)pyrrolidin-1-yl)-7,9-dihydrofuro[3,4-f]quinazolin-6-yl)thieno[3,2-c]pyridine-3-carbonitrile NC1=C(C=2C(=NC=C(C2S1)F)C=1C2=C(C=3C=NC(=NC3C1F)N1C[C@@H](CC1)N1CCC(CC1)OC)COC2)C#N